C(C)C1=C(C=CC(=C1)N1CCN(CC1)C)NC1=NC=C(C(=N1)NCCCN1CCOCCC1=O)C#N 2-((2-ethyl-4-(4-methylpiperazin-1-yl)phenyl)amino)-4-((3-(5-oxo-1,4-oxazepan-4-yl)propyl)amino)pyrimidine-5-carbonitrile